[3-(fluoromethyl)oxetan-3-yl]-4-[4-(2-methylpropanoyl)piperazin-1-yl]-1-{[2-(trimethylsilyl)ethoxy]methyl}indazole-6-sulfonamide FCC1(COC1)C1=NN(C2=CC(=CC(=C12)N1CCN(CC1)C(C(C)C)=O)S(=O)(=O)N)COCC[Si](C)(C)C